Benzyl 3-(5-(1,3-dioxolan-2-yl)-6-methoxypyridin-3-yl)-4,4-difluoropiperidine-1-carboxylate O1C(OCC1)C=1C=C(C=NC1OC)C1CN(CCC1(F)F)C(=O)OCC1=CC=CC=C1